N-(chroman-4-yl)-2-oxo-6-(trifluoromethyl)-1,2-dihydropyridine-3-carboxamide O1CCC(C2=CC=CC=C12)NC(=O)C=1C(NC(=CC1)C(F)(F)F)=O